COC(=O)C1=NN(C=C1)CCC1CCNCC1 1-(2-(piperidin-4-yl)ethyl)-1H-pyrazole-3-carboxylic acid methyl ester